4-[2-isopropoxyethyl-[4-(5,6,7,8-tetrahydro-1,8-naphthyridin-2-yl)butyl]amino]-2-[(4-phenyltetrahydropyran-4-carbonyl)amino]butanoic acid C(C)(C)OCCN(CCC(C(=O)O)NC(=O)C1(CCOCC1)C1=CC=CC=C1)CCCCC1=NC=2NCCCC2C=C1